tert-butyl (2S,5R)-2,5-diethyl-4-(1-(4-fluoro-2-methoxyphenyl)ethyl)piperazine-1-carboxylate C(C)[C@@H]1N(C[C@H](N(C1)C(C)C1=C(C=C(C=C1)F)OC)CC)C(=O)OC(C)(C)C